OCC(C(=O)O)C1=CC=CC=C1 alpha-(hydroxymethyl)phenylacetic acid